tertbutyl 5-bromo-3-cyano-2-cyclopropylpyrrolo[3,2-b]pyridine-1-carboxylate BrC1=CC=C2C(=N1)C(=C(N2C(=O)OC(C)(C)C)C2CC2)C#N